C(N)(=O)N(C1=C(C=CC=C1F)F)C1=CC=CC(=N1)C1=C(C=C(C=C1)F)F 6-(N-carbamoyl-2,6-difluoroanilino)-2-(2,4-difluorophenyl)pyridine